(R)-4-(1-(2-Chloro-4-((3-methoxypyrrolidin-1-yl)methyl)phenyl)-1H-imidazol-4-yl)-N-(1-(methylsulfonyl)piperidin-4-yl)-5-(trifluoromethyl)pyrimidin-2-amine ClC1=C(C=CC(=C1)CN1C[C@@H](CC1)OC)N1C=NC(=C1)C1=NC(=NC=C1C(F)(F)F)NC1CCN(CC1)S(=O)(=O)C